N-(2-(8-bromoimidazo[1,5-a]pyridin-3-yl)propan-2-yl)-3-azabicyclo[3.1.1]heptane-6-carboxamide BrC=1C=2N(C=CC1)C(=NC2)C(C)(C)NC(=O)C2C1CNCC2C1